D-Hamamelofuranose OC1[C@](CO)(O)[C@H](O)[C@H](O1)CO